3,3-bis[2-(4-dimethylaminophenyl)-2-(4-methoxyphenyl)vinyl]-4,5,6,7-tetrachlorophthalide CN(C1=CC=C(C=C1)C(=CC1(OC(=O)C2=C(C(=C(C(=C12)Cl)Cl)Cl)Cl)C=C(C1=CC=C(C=C1)N(C)C)C1=CC=C(C=C1)OC)C1=CC=C(C=C1)OC)C